C(C=C)(=O)OCCOC1=CC2=CC=CC=C2C=C1 2-(2-naphthyloxy)-ethyl acrylate